NC1N(N2C(N=CC=C2)=C1)C(C(C)C)C=1C=C(C=2N(C1N1CCS(CC1)(=O)=O)C=NC2)Cl 2-Amino-N-(1-(8-chloro-5-(1,1-dioxidothiomorpholino)imidazo[1,5-a]pyridin-6-yl)-2-methylpropyl)pyrazolo[1,5-a]pyrimidine